4-((1R,3S)-3-hydroxycyclohexylamino)-2-(tetrahydro-2H-pyran-4-ylamino)pyrimidine-5-carboxamide O[C@@H]1C[C@@H](CCC1)NC1=NC(=NC=C1C(=O)N)NC1CCOCC1